COC(CCCCC(=O)NC1(CCNCC1)COC(C)=O)=O 6-((4-(acetoxymethyl)piperidin-4-yl)amino)-6-oxohexanoic acid methyl ester